2-((2,3-Dihydroimidazo[1,2-c]quinazolin-9-yl)oxy)-6-fluorobenzonitrile N=1CCN2C=NC=3C=CC(=CC3C21)OC2=C(C#N)C(=CC=C2)F